bis(2,2,2-trifluoroethyl)methyl-phosphoric acid FC(CC(OP(O)(O)=O)CC(F)(F)F)(F)F